(S)-6-(1-(2,3-dihydroxypropyl)-4-(4-fluorophenyl)-1H-imidazol-5-yl)imidazo[1,2-a]pyridine-3-carbonitrile O[C@@H](CN1C=NC(=C1C=1C=CC=2N(C1)C(=CN2)C#N)C2=CC=C(C=C2)F)CO